3-(6-Aminohexyl)aminoadenosine 5'-monophosphate lithium salt [Li+].P(=O)([O-])([O-])OC[C@@H]1[C@H]([C@H]([C@@H](O1)N1C=NC=2C(=N)N=CN(C12)NCCCCCCN)O)O.[Li+]